(2S,6R)-2,6-dimethyl-4-phenylmorpholine C[C@H]1CN(C[C@H](O1)C)C1=CC=CC=C1